CC1=CC=C(C=C1)S(=O)(=O)OCCOCCOC1=CC=C(C(=O)OC)C=C1 methyl 4-(2-(2-(p-toluenesulfonyloxy)ethoxy)ethoxy)benzoate